ClC1=CC(=C(C=C1)COC1=NC=2CN(CCC2C=C1C(F)(F)F)CC1=NC2=C(N1C[C@H]1OCCC1)C=C(C=C2)C(=O)O)F 2-({2-[(4-Chloro-2-fluorophenyl)methoxy]-3-(trifluoromethyl)-5,6,7,8-tetrahydro-1,7-naphthyridin-7-yl}methyl)-1-{[(2S)-oxolan-2-yl]methyl}-1H-1,3-benzodiazole-6-carboxylic acid